methyl 4-(benzyloxy)-2-chloro-5-(1,3-dioxolan-2-yl)benzoate C(C1=CC=CC=C1)OC1=CC(=C(C(=O)OC)C=C1C1OCCO1)Cl